4-chloro-2-({3-[2-(4-chlorophenyl)ethyl]-1,2,4-oxadiazol-5-yl}methyl)-5-(1-methyl-1H-pyrazol-5-yl)-2,3-dihydropyridazin-3-one ClC=1C(N(N=CC1C1=CC=NN1C)CC1=NC(=NO1)CCC1=CC=C(C=C1)Cl)=O